[Si](C)(C)(C(C)(C)C)OCC1=C(C=C(N)C=C1)C(F)(F)F 4-({[tert-butyl(dimethyl)silyl]oxy}methyl)-3-(trifluoromethyl)aniline